5-bromo-3,4-dimethyl-1H-pyrrole-2-formaldehyde BrC1=C(C(=C(N1)C=O)C)C